BrC=1C=C2C=NNC2=CC1C#CC1CCOCC1 5-bromo-6-[2-(oxan-4-yl)ethynyl]-1H-indazole